4-(1-methylpyrazol-4-yl)-5,7-dihydro-4H-isothiazolo[5,4-c]pyridin CN1N=CC(=C1)C1C2=C(CNC1)SN=C2